(S)-1'-(6-((6-aminopyridin-3-yl)oxy)-1,2,4-triazin-3-yl)-1,3-dihydrospiro[inden-2,4'-piperidin]-1-amine NC1=CC=C(C=N1)OC1=CN=C(N=N1)N1CCC2(CC1)[C@@H](C1=CC=CC=C1C2)N